2-methoxy-5-(trifluoromethyl)phenol COC1=C(C=C(C=C1)C(F)(F)F)O